(+)-N-(1-(1H-imidazol-4-yl)ethyl)-2-(thiazol-4-yl)aniline N1C=NC(=C1)C(C)NC1=C(C=CC=C1)C=1N=CSC1